1-((1R,3r,5S)-bicyclo[3.1.0]hexan-3-yl)-4-((6-(2-fluorophenyl)pyridazin-3-yl)methyl)piperazine-2,3-dione [C@H]12CC(C[C@@H]2C1)N1C(C(N(CC1)CC=1N=NC(=CC1)C1=C(C=CC=C1)F)=O)=O